N-[(1S)-1-cyclohexyl-2-hydroxyethyl]-3-{2-[(3,5-dimethyl-phenyl)amino]pyrimidin-4-yl}-1-methyl-1H-pyrazole-5-carboxamide C1(CCCCC1)[C@@H](CO)NC(=O)C1=CC(=NN1C)C1=NC(=NC=C1)NC1=CC(=CC(=C1)C)C